3,6-Dimethyl-8-[(1R)-1-[(3-methylisothiazol-5-yl)amino]ethyl]-2-(3-pyridyl)chromen-4-one CC1=C(OC2=C(C=C(C=C2C1=O)C)[C@@H](C)NC1=CC(=NS1)C)C=1C=NC=CC1